4-[2-(dimethylamino)ethoxy]-N-(6-methoxyisoquinolin-8-yl)benzamide CN(CCOC1=CC=C(C(=O)NC=2C=C(C=C3C=CN=CC23)OC)C=C1)C